C(#N)C1=CC=C(COC2=NN=C(S2)NC(=O)C2=C(C=NC=C2)C2=C(C=CC=C2)C#C)C=C1 N-(5-((4-cyanobenzyl)oxy)-1,3,4-thiadiazol-2-yl)-3-(2-ethynylphenyl)pyridine-4-Formamide